4-(4-(3,8-diazabicyclo[3.2.1]octan-3-yl)-6-methoxy-2-((tetrahydro-1H-pyrrolizin-7a(5H)-yl)methoxy)pyrido[3,2-d]pyrimidin-7-yl)-7-fluorobenzo[d]thiazol-2-amine C12CN(CC(CC1)N2)C=2C1=C(N=C(N2)OCC23CCCN3CCC2)C=C(C(=N1)OC)C1=CC=C(C2=C1N=C(S2)N)F